CN(CC(C1=CC(=CC=C1)F)N1C(C=C(C=C1)C1=CN(C2=NC=C(C=C21)N2CCOCC2)S(=O)(=O)C2=CC=C(C)C=C2)=O)C 1-(2-(dimethylamino)-1-(3-fluorophenyl)ethyl)-4-(5-morpholino-1-tosyl-1H-pyrrolo[2,3-b]pyridin-3-yl)pyridin-2(1H)-one